FC(C(=O)O)(F)F.ClC1=C(C=CC(=C1NC=1C(=C2C(N(C=NC2=CC1)C)=O)Cl)F)NS(=O)(=O)N1CC(C1)COC N-(2-chloro-3-((5-chloro-3-methyl-4-oxo-3,4-dihydroquinazolin-6-yl)amino)-4-fluorophenyl)-3-(methoxymethyl)azetidine-1-sulfonamide trifluoroacetate salt